N1(CCCC1)CC(C(=O)O)=O PyrrolidinePyruvic acid